C(C)OC(=O)C=1N=NN(C1)CC=1C=C2CCN(CC2=CC1)C(=O)OC(C)(C)C tert-Butyl 6-((4-(ethoxycarbonyl)-1H-1,2,3-triazol-1-yl)methyl)-3,4-dihydroisoquinoline-2-carboxylate